1-Phenethyl-1H-indazole-5-carboxylic acid methyl ester COC(=O)C=1C=C2C=NN(C2=CC1)CCC1=CC=CC=C1